C1=NC=CC2=CC(=CC=C12)C(SCCCCCCC(NC=1SC=C(N1)C1=CC=CC=C1)=O)=O S-(7-oxo-7-((4-phenylthiazol-2-yl)amino)heptyl) isoquinoline-6-carbothioate